CSC1=CC2=C([C@@H](CCO2)N)C=C1 (4R)-7-(methylsulfanyl)-3,4-dihydro-2H-1-benzopyran-4-amine